P(=O)(O)(O)[O-].[Na+] sodium dihydrogen phosphate salt